C(=O)O.FC1=CC=C(C(=N1)C)OC1=C(C(=O)N)C(=C(C=N1)C(F)(F)F)C 2-((6-fluoro-2-methylpyridin-3-yl)oxy)-4-methyl-5-(trifluoromethyl)nicotinamide formate